tert-Butyl 3-(Cyanomethyl)-3-[4-(7-{[2-(trimethylsilyl)ethoxy]methyl}-7H-pyrrolo[2,3-d]pyrimidin-4-yl)-1H-pyrazol-1-yl]azetidine-1-carboxylate C(#N)CC1(CN(C1)C(=O)OC(C)(C)C)N1N=CC(=C1)C=1C2=C(N=CN1)N(C=C2)COCC[Si](C)(C)C